C12(CC3CC(CC(C1)C3)C2)NCC2=CC=C(CSC3=C1CN(C(C1=CC=C3F)=O)C3C(NC(CC3)=O)=O)C=C2 3-(4-((4-(((adamantan-1-yl)amino)methyl)benzyl)thio)-5-fluoro-1-oxoisoindolin-2-yl)piperidine-2,6-dione